ClC1=C(C(C#N)=C(C(=C1Cl)Cl)Cl)C#N 3,4,5,6-tetrachloro-phthalonitrile